C[C@H]1CC2(OCCO2)CCN1C(=O)OC(C)(C)C tert-butyl (7S)-7-methyl-1,4-dioxa-8-azaspiro[4.5]decane-8-carboxylate